1,6,6-trimethyl-1,5,6,7-tetrahydro-s-indacenyllithium CC1(C=CC2=CC=3CC(CC3C=C12)(C)C)[Li]